1-(6-(piperidin-4-yl)pyrazolo[1,5-a]pyrazin-3-yl)dihydropyrimidine-2,4(1H,3H)-dione trifluoroacetate salt FC(C(=O)O)(F)F.N1CCC(CC1)C=1N=CC=2N(C1)N=CC2N2C(NC(CC2)=O)=O